(3aR,6aR)-hexahydrocyclopenta[c]pyrrol C1NC[C@H]2C1=CCC2